tert-butyl (S)-(1-(3-([1,1'-biphenyl]-4-carboxamido)-5-(4-methyl-1H-imidazol-1-yl)benzyl)piperidin-3-yl)carbamate C1(=CC=C(C=C1)C(=O)NC=1C=C(CN2C[C@H](CCC2)NC(OC(C)(C)C)=O)C=C(C1)N1C=NC(=C1)C)C1=CC=CC=C1